L-O-methyluridine CO[C@H]1[C@@H](O[C@@H]([C@H]1O)CO)N1C(=O)NC(=O)C=C1